FC(C1=CC=C(C=C1)C1C(NC2=C3C(CCC12)=NN=CC=C3)=O)(F)F 3-(4-trifluoromethylphenyl)-dihydrodiazepinoindolinone